((2,2-dioxido-1,2-oxathiolan-5-yl)methyl) ((2-oxido-1,3,2-dioxathiolan-4-yl)methyl) sulfite S(=O)(OCC1CCS(O1)(=O)=O)OCC1OS(OC1)=O